C1(=C(C(=CC=C1)C)C)OP(=O)(O)O.C1(=CC=CC=C1)C1=CC=CC=C1 biphenyl (xylyl)phosphate